7-(3-(3-fluoro-4-methylphenyl)-7,8-dihydro-1,6-naphthyridin-6(5H)-yl)-8,9-dimethyl-4H-pyrimido[1,2-b]pyridazin-4-one FC=1C=C(C=CC1C)C=1C=NC=2CCN(CC2C1)C=1C(=C(C=2N(N1)C(C=CN2)=O)C)C